(1s,4s)-4-((2-(2,6-dioxopiperidin-3-yl)-1-oxoisoindol-4-yl)amino)-N-methylcyclohexane-1-carboxamide O=C1NC(CCC1N1C(C2=CC=CC(=C2C1)NC1CCC(CC1)C(=O)NC)=O)=O